C(C)(C)(C)C1=CC=C(C=C1)C(C(=O)O)(C)C1=CC(=CC=C1)Cl 2-(4-tert-butylphenyl)-2-(3-chlorophenyl)propanoic acid